ClC=1C=C2C(=CNC2=CC1CC=C(C)C)CCN 2-[5-chloro-6-(3-methyl-2-butenyl)-1H-indol-3-yl]ethylamine